3-chloro-6-(1,1-difluoropropan-2-yl)-2-(2,4,5-trifluorobenzyl)-2,4,5,6-tetrahydro-7H-pyrazolo[3,4-c]pyridin-7-one ClC=1N(N=C2C(N(CCC21)C(C(F)F)C)=O)CC2=C(C=C(C(=C2)F)F)F